C(#N)C=1C(=C(SC1)C(C)N(CCNC(OC(C)(C)C)=O)C1CC1)F tert-butyl N-[2-[1-(4-cyano-3-fluoro-2-thienyl)ethyl-cyclopropyl-amino]ethyl]carbamate